6-(4-hydroxy-1H-pyrazol-1-yl)-2-azaspiro[3.3]heptane-2-carboxylic acid tert-butyl ester C(C)(C)(C)OC(=O)N1CC2(C1)CC(C2)N2N=CC(=C2)O